4-Amino-7-trifluoromethyl-2-oxo-1-phenyl-1,2-dihydroquinoline-3-carboxylic acid methyl ester COC(=O)C=1C(N(C2=CC(=CC=C2C1N)C(F)(F)F)C1=CC=CC=C1)=O